[N+](=O)([O-])C=1C=C2C(=NN(C2=CC1)C1OCCCC1)C1C(C1)C(F)(F)F 5-nitro-1-(tetrahydro-2H-pyran-2-yl)-3-(2-(trifluoromethyl)cyclopropyl)-1H-indazole